CC1=C(C(=CC=C1)C)C1=NC(=NC(=C1)C1(CC1)CCNC1CC2(CC2)C1)N(S(=O)(=O)C=1C=C(C(=O)O)C=CC1)COC 3-[[4-(2,6-dimethylphenyl)-6-[1-[2-(spiro[2.3]hexan-5-ylamino)ethyl]cyclopropyl]pyrimidin-2-yl]-(methoxymethyl)sulfamoyl]benzoic acid